2-Hydroxy-2-methyl-1-[4-[4-oxo-4-[4-[(E)-3-oxo-3-phenylprop-1-enyl]phenyl]butoxy]phenyl]propan-1-one OC(C(=O)C1=CC=C(C=C1)OCCCC(C1=CC=C(C=C1)\C=C\C(C1=CC=CC=C1)=O)=O)(C)C